4-[4-[(1R)-3-(1-piperidyl)-1-[[(6S)-6-tert-butyl-5,6,7,8-tetrahydrothieno[2,3-b]quinoline-2-carbonyl]amino]propyl]phenyl]thiophene-2-carboxylate N1(CCCCC1)CC[C@@H](NC(=O)C1=CC=2C(=NC=3CC[C@@H](CC3C2)C(C)(C)C)S1)C1=CC=C(C=C1)C=1C=C(SC1)C(=O)[O-]